(E)-3-[3-Hydroxy-4-[(4-methylpiperazin-1-yl)methyl]phenyl]-1-(4-methoxyphenyl)prop-2-en-1-one OC=1C=C(C=CC1CN1CCN(CC1)C)/C=C/C(=O)C1=CC=C(C=C1)OC